1-(furan-2-yl)ethan-1-ol O1C(=CC=C1)C(C)O